CNCCCCCCCNC N,N'-dimethylheptane-1,7-diamine